ClC1=CC(=C(C=C1)N(C(=O)C12CC(C1)(C2)O)C)C N-(4-chloro-2-methyl-phenyl)-3-hydroxy-N-methyl-bicyclo[1.1.1]pentane-1-carboxamide